NCC(=O)N1C(CCC1)OCC(=O)[C@@]12OC(O[C@@H]1C[C@H]1[C@@H]3CCC4=CC(C=C[C@@]4([C@H]3[C@H](C[C@]21C)O)C)=O)CCC (1S,2S,4R,8S,9S,11S,12S,13R)-8-(2-{[1-(2-Aminoacetyl)pyrrolidin-2-yl]oxy}acetyl)-11-hydroxy-9,13-dimethyl-6-propyl-5,7-dioxapentacyclo[10.8.0.02,9.04,8.013,18]icosa-14,17-dien-16-one